tert-butyl 6-(6-chloro-7-(2-fluorophenyl)-1-(2-isopropyl-4-methylpyridin-3-yl)-2-oxo-1,2-dihydropyrido[2,3-d]pyrimidin-4-yl)-2,6-diazaspiro[3.3]heptane-2-carboxylate ClC1=CC2=C(N(C(N=C2N2CC3(CN(C3)C(=O)OC(C)(C)C)C2)=O)C=2C(=NC=CC2C)C(C)C)N=C1C1=C(C=CC=C1)F